C(C)(=O)C1(C(N=NN=N1)(C(C)=O)C(C)=O)C(C)=O tetraacetyltetrazine